benzyl-2,3-butadiene C(C1=CC=CC=C1)CC=C=C